NC1=NC=C(C2=C1C=NN2)NC(C(=O)N2C(CC(C(C2)C)OC)C2=CC=C(C=C2)F)=O N-(4-amino-1H-pyrazolo[4,3-c]pyridin-7-yl)-2-(2-(4-fluorophenyl)-4-methoxy-5-methylpiperidin-1-yl)-2-oxoacetamide